Phosphoate P(=O)([O-])([O-])[O-]